(9-octyl-9H-carbazole-3,6-diyl)bis(1,3,2-dioxaborolane) C(CCCCCCC)N1C2=CC=C(C=C2C=2C=C(C=CC12)B1OCCO1)B1OCCO1